(s)-2-(4-(3-(4-hydroxybenzamido)phenyl)-1H-1,2,3-triazole-1-yl)acetic acid OC1=CC=C(C(=O)NC=2C=C(C=CC2)C=2N=NN(C2)CC(=O)O)C=C1